2-(((1r,4r)-4-(((5-fluoropyridin-3-yl)(phenyl)carbamoyl-oxy)methyl)cyclohexyl)methoxy)acetic acid FC=1C=C(C=NC1)N(C(=O)OCC1CCC(CC1)COCC(=O)O)C1=CC=CC=C1